P(=O)(O)(O)O.C1(=CC=CC=C1)O.C1(=CC=CC=C1)O.C1(=CC=CC=C1)O trisphenol phosphate